3-Azetidinecarboxylic acid N1CC(C1)C(=O)O